C(CCCCC)C=1C=C2C=C(C(OC2=CC1O)=O)C=1SC=C(N1)C1=CC=C(C=C1)OC 6-Hexyl-7-hydroxy-3-[4-(4-methoxy-phenyl)-thiazol-2-yl]-chromen-2-one